(R)-2-((5-((4-((1-amino-3-(3-aminopropoxy)propan-2-yl)amino)-6-fluoro-8-(methylamino)-9H-pyrimido[4,5-b]indol-2-yl)oxy)pyrimidin-2-yl)thio)acetic acid NC[C@H](COCCCN)NC1=NC(=NC=2NC3=C(C=C(C=C3C21)F)NC)OC=2C=NC(=NC2)SCC(=O)O